OC1=CC=C2C=C(C(OC2=C1O)=O)C1=CC=C(C=C1)C(C)(C)C 7,8-Dihydroxy-3-[4-(2-methylpropan-2-yl)phenyl]-2H-chromen-2-one